N-(9-fluorenylmethyloxycarbonyl)-L-tryptophan C1=CC=CC=2C3=CC=CC=C3C(C12)COC(=O)N[C@@H](CC1=CNC2=CC=CC=C12)C(=O)O